2-(3-bromo-2-fluorophenyl)propan-2-amine BrC=1C(=C(C=CC1)C(C)(C)N)F